N(=[N+]=[N-])[C@H]1[C@@H](O[C@@H]([C@H]([C@@H]1OCC1=CC=CC=C1)OCC1=CC=CC=C1)COCC1=CC=CC=C1)O[C@@H]([C@H](CO[Si](C)(C)C(C)(C)C)OCC1=CC=CC=C1)[C@H](OCC1=CC=CC=C1)COC1=CC=C(C=C1)OC 3-O-(2-azido-3,4,6-tri-O-benzyl-2-deoxy-β-D-glucopyranosyl)-2,4-di-O-benzyl-1-O-tert-butyldimethylsilyl-5-O-(4-methoxyphenyl)-D-ribitol